NC1=CC(=CC(=N1)NC1CCC(CC1)O)CN1CCOCC1 (1S,4S)-4-((6-amino-4-(morpholinomethyl)pyridin-2-yl)amino)cyclohexan-1-ol